COC1=CC=C(COC2=CC(=NC=C2CB2OC(C(O2)(C)C)(C)C)C#N)C=C1 4-(4-methoxybenzyloxy)-5-(4,4,5,5-tetramethyl-1,3,2-dioxaborolan-2-yl)methylpyridinecarbonitrile